tert-butyl hydroperoxide sodium salt [Na].C(C)(C)(C)OO